8-bromo-2,4-dichloro-5-(2,2,2-trifluoroethyl)-5H-pyrimido[5,4-b]indole BrC1=CC=2C3=C(N(C2C=C1)CC(F)(F)F)C(=NC(=N3)Cl)Cl